N1(CN=CC=C1)C1=C(CNC(=O)C2=NC3=CC=CC=C3N=C2)C=CC=C1 N-(2-(1H-pyrimidin-1-yl)benzyl)quinoxaline-2-carboxamide